C(C1=CC=CC=C1)(C1=CC=CC=C1)=NC=1N=C(N(N1)C1=NC=CC=N1)C(C)N(C(C1=CC(=CC(=C1)C(F)(F)F)C(F)(F)F)=O)C N-[1-[5-(benzhydrylideneamino)-2-pyrimidin-2-yl-1,2,4-triazol-3-yl]ethyl]-N-methyl-3,5-bis(trifluoromethyl)benzamide